ClC1=CC=C(C=C1)C=1C=C2C(=NC1)NC=C2C(=O)C=2C(=C(C=CC2F)NS(=O)(=O)CC2=CC=CC=C2)F N-(3-(5-(4-Chlorophenyl)-1H-pyrrolo[2,3-b]pyridin-3-carbonyl)-2,4-difluorophenyl)benzylsulfonamid